2-(2-(tert-butoxy)ethoxy)-8-((4-cyclopropyl-2-fluorophenyl)amino)-7-methyl-3,4-dihydro-2,7-naphthyridine-1,6(2H,7H)-dione C(C)(C)(C)OCCON1C(C2=C(N(C(C=C2CC1)=O)C)NC1=C(C=C(C=C1)C1CC1)F)=O